6-fluoro-8-[1-(fluoro-methylsulfonyl)-1H-indol-4-yl]-1,4,4,9-tetramethyl-5H-[1,2,4]triazolo[4,3-a]quinoxaline FC1=C2NC(C=3N(C2=C(C(=C1)C1=C2C=CN(C2=CC=C1)S(=O)(=O)CF)C)C(=NN3)C)(C)C